CS(=O)(=O)C1=CC=C(C=C1)NC(CO)CO (1r,2r)-p-methylsulfonylphenyl-serinol